FC(OC1=CC(=NN1)NC1=NC(=CN=C1)O[C@@H]1[C@@H]([C@H]2CC[C@@H](C1)N2)C)F N-(5-(difluoromethoxy)-1H-pyrazol-3-yl)-6-(((1R,2R,3S,5S)-2-methyl-8-azabicyclo[3.2.1]octan-3-yl)oxy)pyrazin-2-amine